4-(6-(2,6-dichloro-3,5-dimethoxyphenyl)-4,5,6,7-tetrahydro-1H-indazol-3-yl)-N1-(2-(dimethylamino)ethyl)-N1-methylbenzene-1,3-diamine ClC1=C(C(=C(C=C1OC)OC)Cl)C1CCC=2C(=NNC2C1)C1=C(C=C(C=C1)N(C)CCN(C)C)N